ClC=1C=C2C(=NC(=NC2=C(C1C1=C(C=CC=C1O)F)F)C1CN(C1)C(C)C)N1C[C@H](N(C[C@@H]1C)C(C=C)=O)C 1-((2R,5S)-4-((S)-6-chloro-8-fluoro-7-(2-fluoro-6-hydroxyphenyl)-2-(1-isopropylazetidin-3-yl)quinazolin-4-yl)-2,5-dimethylpiperazin-1-yl)prop-2-en-1-one